2-((2R,3R)-3-aminotetrahydro-2H-pyran-2-yl)-3,5-dichloro-N-(thiophen-2-ylmethyl)thieno[3,2-b]pyridin-7-amine N[C@H]1[C@@H](OCCC1)C1=C(C2=NC(=CC(=C2S1)NCC=1SC=CC1)Cl)Cl